ClC1=C(C(=CC=C1)F)CP(O)(=O)CC[C@H]1OC([C@H]([C@H]([C@@H]1O)O)O)OC1=CC=C(C=C1)OC (2-chloro-6-fluoro-phenyl)methyl-[2-[(2R,3S,4S,5S)-3,4,5-trihydroxy-6-(4-methoxyphenoxy)tetrahydropyran-2-yl]ethyl]phosphinic acid